FC=1C=C2C(=C(C(C2=CC1)=CC1=CC=C(C=C1)S(=O)C)C)CC(=O)OCCN(CC)CC 2-(diethylamino)ethyl 5-fluoro-2-methyl-1-[[4-(methyl sulfinyl)phenyl]methylene]-1H-indene-3-acetate